BrC=1CN(SC1)OCC1=C(C=C(C=C1)Cl)F 4-bromo-2-[(4-chloro-2-fluoro-phenyl)methoxy]isothiazole